tert-butyl 4-[[4-(cyclopropoxy)-3-pyridyl]-[6-(trifluoromethyl)-3-pyridyl]amino]piperidine-1-carboxylate C1(CC1)OC1=C(C=NC=C1)N(C1CCN(CC1)C(=O)OC(C)(C)C)C=1C=NC(=CC1)C(F)(F)F